C1(=CC=CC=C1)P(=O)(OC1=C(C=O)C=CC=C1)C1=CC=CC=C1 2-diphenylphosphinyloxybenzaldehyde